CC1(OC(C(C(O1)=O)=CNC1=CC=C(C=C1)CSC)=O)C 2,2-dimethyl-5-(((4-((methylthio)methyl)phenyl)amino)methylene)-1,3-dioxane-4,6-dione